COC(=O)C1=C(C2=C(N=CNC2=O)N1C=1SC=CC1)C 5-methyl-4-oxo-7-(2-thienyl)-4,7-dihydro-3H-pyrrolo[2,3-d]-pyrimidine-6-carboxylic acid methyl ester